C1(=CC=CC=C1)C1=CC=CC=2N(C3=CC=CC(=C3C12)C1=CC=CC=C1)C1=NC(=CC(=C1)C=1C=C(C#N)C=CC1)N1C2=CC=CC(=C2C=2C(=CC=CC12)C1=CC=CC=C1)C1=CC=CC=C1 3-(2,6-bis(4,5-diphenyl-9H-carbazol-9-yl)pyridin-4-yl)benzonitrile